COC1=CC=C2CC3(C(C2=C1)=COC)CCCC3 6'-methoxy-1'-(methoxymethylene)-1',3'-dihydrospiro[cyclopentane-1,2'-indene]